5-((2-(tetrahydrofuran-2-yl)phenyl)amino)-1,2,4-triazine-6-carboxamide O1C(CCC1)C1=C(C=CC=C1)NC=1N=CN=NC1C(=O)N